ClC(C(C(C(C(C(C(C(S(=O)(=O)[O-])(F)F)(F)F)(F)F)(F)F)(F)F)(F)F)(F)F)(F)F.[Na+] sodium 8-chloroperfluorooctanesulfonate